CON(C(C1=NC=C(C=C1)C(F)(F)F)=O)C N-methoxy-N-methyl-5-(trifluoromethyl)picolinamide